2-methyl-N-[(1R)-2-phenyl-1-(4,4,5,5-tetramethyl-1,3,2-dioxaborolan-2-yl)ethyl]propane-2-sulfonamide CC(C)(C)S(=O)(=O)N[C@@H](CC1=CC=CC=C1)B1OC(C(O1)(C)C)(C)C